methyl 5-(1-(methylsulfonyl) piperidin-4-yl)-4-oxo-1-((2-(trimethylsilyl)ethoxy)methyl)-4,5-dihydro-1H-pyrazolo[4,3-c]pyridine-7-carboxylate CS(=O)(=O)N1CCC(CC1)N1C(C2=C(C(=C1)C(=O)OC)N(N=C2)COCC[Si](C)(C)C)=O